[Br-].C1=CC=CC=2C3=CC=CC=C3C(C12)OCC1[N+](CCCC1)(C)C 2-(9H-9-fluorenyloxymethyl)-1,1-dimethylpiperidinium bromide